2-[(2R)-butan-2-yl]-5-(3,4-dimethoxyphenyl)-1,1-dioxo-N-[6-(trifluoromethyl)pyridin-2-yl]-1λ6,2,6-thiadiazine-3-carboxamide C[C@H](CC)N1S(N=C(C=C1C(=O)NC1=NC(=CC=C1)C(F)(F)F)C1=CC(=C(C=C1)OC)OC)(=O)=O